Tert-Butyl 4-((4-(2-((6,6-Dimethyl-2,4-Dioxo-3-Azabicyclo[3.1.0]Hexan-3-Yl)Methyl)Thieno[3,2-B]Pyridin-7-Yl)-2-Ethyl-6-(Trifluoromethyl)Pyridin-3-Yl)Carbamoyl)Piperidine-1-Carboxylate CC1(C2C(N(C(C12)=O)CC1=CC2=NC=CC(=C2S1)C1=C(C(=NC(=C1)C(F)(F)F)CC)NC(=O)C1CCN(CC1)C(=O)OC(C)(C)C)=O)C